3-(1'-(3-(1-methyl-1H-pyrazol-4-yl)benzyl)-7-oxo-5,7-dihydro-2H,6H-spiro[furo[2,3-f]isoindole-3,4'-piperidin]-6-yl)piperidine-2,6-dione CN1N=CC(=C1)C=1C=C(CN2CCC3(CC2)COC2=CC=4C(N(CC4C=C23)C2C(NC(CC2)=O)=O)=O)C=CC1